FC=1C(=NC=C(C(=O)OC)C1)N1CCN(CC1)C1=C(C=CC=C1)OC methyl 5-fluoro-6-(4-(2-methyloxyphenyl)piperazin-1-yl)nicotinate